FC=1C(=NC=CC1)C12CN(C(C1)C2)C2=NC=C(C=N2)C=2C=NC(=NC2)O 5-{2-[4-(3-fluoro-2-pyridyl)-2-azabicyclo[2.1.1]hex-2-yl]pyrimidin-5-yl}pyrimidin-2-ol